C(C1=CC=CC=C1)C1=C(OC(CN2CCN(CC2)C)C)C=CC(=C1)C 1-(2-(2-benzyl-4-methylphenoxy)propyl)-4-methylpiperazine